C1(=CC=CC2=CC=CC=C12)[P](C1=CC=CC2=CC=CC=C12)=O Bis(1-naphthyl)phosphorus oxide